methyl 7-bromo-6-fluoro-2,3-dihydrobenzofuran-5-carboxylate BrC1=C(C(=CC=2CCOC21)C(=O)OC)F